(Z)-N-benzyl-3-(3-methoxyphenyl)acrylamide C(C1=CC=CC=C1)NC(\C=C/C1=CC(=CC=C1)OC)=O